(R)-4-(3H-[1,2,3]triazolo[4,5-b]pyridin-3-yl)-2-fluoro-N-(6-(3-hydroxyprop-1-yn-1-yl)isoquinolin-1-yl)-N-(piperidin-3-yl)benzamide N1=NN(C2=NC=CC=C21)C2=CC(=C(C(=O)N([C@H]1CNCCC1)C1=NC=CC3=CC(=CC=C13)C#CCO)C=C2)F